2-bromo-6-cyclopropylbenzonitrile BrC1=C(C#N)C(=CC=C1)C1CC1